2-ethylhexyloxide C(C)C(COCC(CCCC)CC)CCCC